COCN1C=C(C2=CC=CC=C12)CCN(C)C 2-(1-(methoxymethyl)-1H-indol-3-yl)-N,N-dimethylethan-1-amine